2,6-bis-(2-hydroxy-ethyl)-1,5-dihydropyrrolo[3,4-f]isoindole-3,7-dione OCCN1CC2=CC=3C(N(CC3C=C2C1=O)CCO)=O